N1C=[SiH]C2=C1C1=CC=CC=C1C=C2 azanaphtho-silole